O=C1NC2=CC=CC=C2C(N1CC(=O)N)=O 1,4-dihydro-2,4-dioxo-3(2H)-quinazolineacetamide